S(=O)(=O)(O)CCC[N+](CC=C)(CC=C)C sulfopropyl-methyl-diallyl-ammonium